5-(methoxy-d3)-7-methyl-1H-indole-1-carboxylic acid tert-butyl ester C(C)(C)(C)OC(=O)N1C=CC2=CC(=CC(=C12)C)OC([2H])([2H])[2H]